N-(ethoxycarbonyl)thiocarbamic acid C(C)OC(=O)NC(O)=S